8-(4-chloro-2-fluorophenyl)-6-[2,2-dimethyl-6-(1-methyl-1H-pyrazol-4-yl)oxacyclohex-4-yl]-2,3-dimethyl-3H,4H-[1,3]diazino[5,4-d]pyrimidin-4-one ClC1=CC(=C(C=C1)C1=NC(=NC2=C1N=C(N(C2=O)C)C)C2CC(OC(C2)C=2C=NN(C2)C)(C)C)F